(5R,6S)-5-(4-(4-(dimethoxymethyl)piperidin-1-yl)phenyl)-8,8-difluoro-6-(4-fluorophenyl)-5,6,7,8-tetrahydronaphthalen-2-ol COC(C1CCN(CC1)C1=CC=C(C=C1)[C@@H]1C=2C=CC(=CC2C(C[C@@H]1C1=CC=C(C=C1)F)(F)F)O)OC